C1(CC1)N(CC[C@H](CSC1=CC=CC=C1)NC1=C(C=C(C=C1)S(=O)(=O)N)[N+](=O)[O-])CCO (R)-4-((4-(cyclopropyl(2-hydroxyethyl)amino)-1-(phenylthio)butan-2-yl)amino)-3-nitrobenzenesulfonamide